CC(COCC(C)O)O di-1,2-propylene glycol